NC1=NC=C(C2=C1C(=NN2C(C)C)C2=CC(=C(C=C2)NS(=O)(=O)C(F)F)O[C@@H](C)C2=CC=C(C=C2)F)C=2C=NN(C2)C2CCOCC2 (S)-N-(4-(4-amino-1-isopropyl-7-(1-(tetrahydro-2H-pyran-4-yl)-1H-pyrazol-4-yl)-1H-pyrazolo[4,3-c]pyridin-3-yl)-2-(1-(4-fluorophenyl)ethoxy)phenyl)-1,1-difluoro-methane-sulfonamide